N-((5-(5-methoxybenzo[d]thiazol-2-yl)pyridin-3-yl)methyl)propan-2-amine COC=1C=CC2=C(N=C(S2)C=2C=C(C=NC2)CNC(C)C)C1